(4-methoxybenzyl)boronic acid COC1=CC=C(CB(O)O)C=C1